4-bromo-5-(difluoromethyl)-6-fluoro-1H-indazol-7-amine BrC1=C2C=NNC2=C(C(=C1C(F)F)F)N